Methyl-{[4-bromo-1-(2-fluorophenyl)-5-(pyrimidin-5-yl)-1H-pyrazol-3-yl]oxy}acetat COC(COC1=NN(C(=C1Br)C=1C=NC=NC1)C1=C(C=CC=C1)F)=O